FCCCN1CC(C1)CC1=CC=C(C=C1)C1=C(CCCC2=C1C=CC(=C2)C(=O)O)C2=C(C=CC(=C2)C(F)(F)F)C 9-(4-((1-(3-fluoropropyl)azetidin-3-yl)methyl)phenyl)-8-(2-methyl-5-(trifluoromethyl)phenyl)-6,7-dihydro-5H-benzo[7]annulene-3-carboxylic acid